OC1=CC(=NC=C1COC)OC 4-hydroxy-2-methoxy-5-(methoxymethyl)pyridine